tert-butyl {(2S)-6-acetamido-1-[bis(2-thienylmethyl)amino]-1-oxohexan-2-yl}carbamate C(C)(=O)NCCCC[C@@H](C(=O)N(CC=1SC=CC1)CC=1SC=CC1)NC(OC(C)(C)C)=O